B(O)(O)O.B(O)(O)O boric acid, borate salt